tert-butyl (S)-(1-(3-methyl-5-(4-(piperidin-4-yl)phenyl)thiophene-2-carbonyl)pyrrolidin-3-yl)carbamate CC1=C(SC(=C1)C1=CC=C(C=C1)C1CCNCC1)C(=O)N1C[C@H](CC1)NC(OC(C)(C)C)=O